N-((5-(hydrazinecarbonyl)pyridin-2-yl)methyl)-N-(1-methyl-1H-indazol-7-yl)ethanesulfonamide N(N)C(=O)C=1C=CC(=NC1)CN(S(=O)(=O)CC)C=1C=CC=C2C=NN(C12)C